(7S)-N-[5-(1-ethoxyethenyl)pyrazolo[1,5-a]pyrimidin-3-yl]-4-[5-(5-fluoro-2-methoxypyridin-4-yl)-1H-pyrazole-3-carbonyl]-4-azaspiro[2.5]octane-7-carboxamide C(C)OC(=C)C1=NC=2N(C=C1)N=CC2NC(=O)[C@H]2CCN(C1(CC1)C2)C(=O)C2=NNC(=C2)C2=CC(=NC=C2F)OC